ClC=1C=C2C(=C(C=NC2=CC1)S(=O)(=O)N1CCOCC1)NC1=C(C(=O)O)C(=CC=C1)O 2-[(6-chloro-3-morpholinosulfonyl-4-quinolinyl)amino]-6-hydroxy-benzoic acid